ClC1=C(C=CC=C1)C=1CCCC2=C(C1C1=CC=C(CC3CN(C3)CCCF)C=C1)C=CC=C2 3-(4-(8-(2-Chlorophenyl)-6,7-dihydro-5H-benzo[7]annulen-9-yl)benzyl)-1-(3-fluoropropyl)azetidin